BrC=1C(=NC(=NC1)C)C(=O)NCCC1=C(C=C(C=C1)Cl)Cl 5-bromo-N-[2-(2,4-dichlorophenyl)ethyl]-2-methyl-pyrimidine-4-carboxamide